Dipropyl peroxide C(CC)OOCCC